N-(2-(2-(2-(2-azidoethoxy)ethoxy)ethoxy)ethyl)-3-(6,8-dichloro-2-methyl-1,2,3,4-tetrahydroisoquinolin-4-yl)aniline N(=[N+]=[N-])CCOCCOCCOCCNC1=CC(=CC=C1)C1CN(CC2=C(C=C(C=C12)Cl)Cl)C